[rac-(5S,7S)-7-fluoro-5-phenyl-6,7-dihydro-5H-pyrrolo[1,2-b][1,2,4]triazol-2-yl]-[rac-(3R)-tetrahydrofuran-3-yl]methanone F[C@H]1C[C@H](N2N=C(N=C21)C(=O)[C@H]2COCC2)C2=CC=CC=C2 |r|